O=C1NC(CC[C@@H]1N1CC2=CC=C(C(=C2C1=O)F)CNC(OC1CC(C1)C1=C(C(=CC2=C1N=CS2)F)C)=O)=O (1s,3s)-3-(6-fluoro-5-methylbenzo[d]thiazol-4-yl)cyclobutyl ((2-(2,6-dioxopiperidin-3-yl)-4-fluoro-3-oxoisoindolin-5-yl)methyl)carbamate